5-chloro-N-((1r,4r)-4-((3-(2-chlorophenyl)-2-oxo-2,3-dihydro-1H-imidazo[4,5-c]pyridin-1-yl)methyl)cyclohexyl)-2-(trifluoromethyl)nicotinamide ClC=1C=NC(=C(C(=O)NC2CCC(CC2)CN2C(N(C=3C=NC=CC32)C3=C(C=CC=C3)Cl)=O)C1)C(F)(F)F